C[C@@](C(=O)O)(CCCNC(=O)OC(C)(C)C)NC(=O)OC(C)(C)C methyl-(S)-2,5-bis((t-butoxycarbonyl)amino)pentanoic acid